C/C=C(\\C)/C(=O)O[C@H]1[C@@]2(C[C@@]3([C@]1([C@H](C4=C5[C@H](C(=O)O[C@H]([C@@]5(CC[C@@H]4[C@@]3([C@H]2CC(=O)OC)C)C)C6=COC=C6)OC(=O)C(C)(C)O)O)O)O)C The molecule is a limonoid with a phragmalin skeleton isolated from the leaves of Trichilia connaroides. It has a role as a plant metabolite. It is a delta-lactone, a bridged compound, a member of furans, a limonoid, an organic heteropentacyclic compound, a methyl ester and an enoate ester. It derives from a tiglic acid and a 2-hydroxyisobutyric acid.